The molecule is an organochlorine compound that is 2-chloroacetamide substituted by a 2,4-dimethylthiophen-3-yl and a 1-methoxypropan-2-yl group at the nitrogen atom. It is a member of thiophenes, an aromatic amide, an ether and an organochlorine compound. CC1=CSC(=C1N(C(C)COC)C(=O)CCl)C